6-(2-bromo-3-(7H-dipyrido[4,3-b:4',3'-g]carbazol-7-yl)phenyl)-6H-dipyrido[4,3-b:3',4'-h]carbazole BrC1=C(C=CC=C1N1C2=CC=C3C(=C2C=2C=C4C(=CC12)C=CN=C4)C=CN=C3)N3C=4C=C1C(=CC4C=4C=C2C(=CC34)C=CN=C2)C=NC=C1